9-chloro-2,4-dimethyl-2-(1,4-dioxaspiro[4.5]decan-8-yl)-3,6,7,8-tetrahydrofuro[2,3-g]isoquinolin-5(2H)-one ClC=1C=2CCNC(C2C(=C2C1OC(C2)(C2CCC1(OCCO1)CC2)C)C)=O